C(C)OCCOCCOC=C(C)C1=CC(=CC=C1)C(=COCCOCCOCC)C 1,3-bis(1-(2-(2-ethoxyethoxy)ethoxy)prop-1-en-2-yl)benzene